(S)-3-(1'-((1-((3,4-difluorophenyl)sulfonyl)-1H-pyrazol-4-yl)methyl)-6-oxo-6,8-dihydro-2H,7H-spiro[furo[2,3-e]isoindole-3,4'-piperidin]-7-yl)piperidine-2,6-dione FC=1C=C(C=CC1F)S(=O)(=O)N1N=CC(=C1)CN1CCC2(CC1)COC1=C3CN(C(C3=CC=C12)=O)[C@@H]1C(NC(CC1)=O)=O